1-diazo-7-bromo-naphthalen-2(1H)-one [N+](=[N-])=C1C(C=CC2=CC=C(C=C12)Br)=O